N1[C@@H](CCC1)C=1C=C(C=C2CCOCC12)C=1C=C2C(=NC1)NC=C2C2(CC2)C#N (S)-1-(5-(8-(pyrrolidin-2-yl)isochroman-6-yl)-1H-pyrrolo[2,3-b]pyridin-3-yl)cyclopropane-1-carbonitrile